C(C1=CC=CC=C1)OC(=O)N1C(N(C[C@H]1C(N(C)C1=CC(=C(C=C1)F)Cl)=O)C(=O)OC(C)(C)C)=O (S)-4-((3-chloro-4-fluoro-phenyl)(methyl)carbamoyl)-2-oxoimidazolidine-1,3-dicarboxylic acid 1-tert-butyl ester 3-benzyl ester